O=C1N(C(=NN1)C(=O)O)CC=C 5-oxo-4-(prop-2-en-1-yl)-4,5-dihydro-1H-1,2,4-triazole-3-carboxylic acid